ClC1COCC2=C1C=C(C(=C2)F)F 4-chloro-6,7-difluoro-3,4-dihydro-1H-2-benzopyran